(2R,4R)-2-(5-(3-cyclopropyl-1-((R)-1,1-dimethylethylsulfinamido)-1-(pyridin-4-yl)propyl)-2-fluorophenylcarbamoyl)-4-methylpyrrolidine-1-carboxylic acid tert-butyl ester C(C)(C)(C)OC(=O)N1[C@H](C[C@H](C1)C)C(NC1=C(C=CC(=C1)C(CCC1CC1)(C1=CC=NC=C1)N[S@](=O)C(C)(C)C)F)=O